Cl.C[C@H]1NCC=2N(C1)N=C(C2C2=CC=NC=C2)C=2C=C(C#N)C=CC2 3-[(6R)-6-methyl-3-(pyridin-4-yl)-4,5,6,7-tetrahydropyrazolo[1,5-a]pyrazin-2-yl]benzonitrile hydrochloride